FC=1S(C=C2C1SC1=C2C=CC=C1)C(=O)CC(CCCC)CC 3-fluoro-2-[(2-ethylhexyl)carbonyl]thieno[3,4-B]benzothiophene